C(C1=CC=CC=C1)OC=1C=C2CC(N3C(C2=CC1C=1SC=CN1)=CC(C(=C3)C(=O)OCC)=O)C(C)C ethyl 9-(benzyloxy)-6-isopropyl-2-oxo-10-(thiazol-2-yl)-6,7-dihydro-2H-pyrido[2,1-a]isoquinoline-3-carboxylate